(S)-quinuclidin-3-yl (5-(2,5-difluorophenyl)-2,3-dihydro-1H-inden-1-yl)carbamat FC1=C(C=C(C=C1)F)C=1C=C2CCC(C2=CC1)NC(O[C@@H]1CN2CCC1CC2)=O